tert-butyl N-(3-aminopropyl)-N-methyl-carbamate NCCCN(C(OC(C)(C)C)=O)C